FC(/C(/OC1O[C@@H](CC[C@H]1N=[N+]=[N-])[C@H](C)N(C(=O)OCC1=CC=CC=C1)CC1=CC=CC=C1)=N\C1=CC=CC=C1)(F)F [(3R,6S)-3-azido-6-[(1S)-1-[benzyl(benzyloxycarbonyl)amino]ethyl]tetrahydropyran-2-yl] (1E)-2,2,2-trifluoro-N-phenyl-ethanimidate